2-(Dichloromethyl)-1-nitro-4-(pentafluorosulfanyl)benzene ClC(C1=C(C=CC(=C1)S(F)(F)(F)(F)F)[N+](=O)[O-])Cl